2-(3-Methyl-4-(1-((2R,3R,4R,5R,6R)-3,4,5-tris(benzyloxy)-6-((benzyloxy)methyl)tetrahydro-2H-pyran-2-yl)ethyl)phenyl)-5-(trifluoromethyl)pyrazine CC=1C=C(C=CC1C(C)[C@H]1O[C@@H]([C@H]([C@@H]([C@@H]1OCC1=CC=CC=C1)OCC1=CC=CC=C1)OCC1=CC=CC=C1)COCC1=CC=CC=C1)C1=NC=C(N=C1)C(F)(F)F